(2R)-4-Methyl-N-[4-(1H-pyrrolo[2,3-b]pyridin-4-yl)phenyl]-2-(2,2,2-trifluoroethylamino)pentanamide CC(C[C@H](C(=O)NC1=CC=C(C=C1)C1=C2C(=NC=C1)NC=C2)NCC(F)(F)F)C